(S)-N-(1-(3-(bis(4-fluorophenyl)methyl)-1-methyl-1,2,4-triazol-5-yl)ethyl)-3-hydroxy-4-methoxypicolinamide FC1=CC=C(C=C1)C(C1=NN(C(=N1)[C@H](C)NC(C1=NC=CC(=C1O)OC)=O)C)C1=CC=C(C=C1)F